C(C)C=1N=NN(N1)C1=CC(=C(C(=O)O)C=C1)F 4-(5-ethyl-2H-tetrazol-2-yl)-2-fluorobenzoic acid